CC1=NC(=NC(=C1)NC(C)(CC(C)(C)C)C)Cl methyl-2-chloro-6-((2,4,4-trimethylpentan-2-yl)amino)pyrimidine